C(C1=CC=CC=C1)C=1C(OC2=CC(=CC=C2C1C)OCC(CNCCCCCCO)O)=O 3-benzyl-7-(2-hydroxy-3-((6-hydroxyhexyl)amino)propoxy)-4-methyl-2H-chromen-2-one